N-(4-(5-(6-(4,4-difluoropiperidin-1-yl)pyridin-2-yl)-1H-1,2,4-triazol-3-yl)-3-(6-azaspiro[2.5]octan-6-yl)phenyl)methanesulfonamide FC1(CCN(CC1)C1=CC=CC(=N1)C1=NC(=NN1)C1=C(C=C(C=C1)NS(=O)(=O)C)N1CCC2(CC2)CC1)F